C(C)(C)SC1=CC(=C(C#N)C=C1)C(F)(F)F 4-(Isopropylthio)-2-(trifluoromethyl)benzonitrile